ClC1C(OC(=C1Cl)OCCCC)=O 3,4-dichloro-5-n-butoxyfuranone